C(C)(C)(C)C=1C=C(CSCC2=CC(=C(C(=C2)C(C)(C)C)O)C(C)(C)C)C=C(C1O)C(C)(C)C di-(3,5-di-tert-butyl-4-hydroxybenzyl)sulfide